N-((S)-1-(5-(2-Methoxychinolin-3-yl)-1,3,4-oxadiazol-2-yl)-7-oxononyl)-6-azaspiro[2.5]octan-1-carboxamid COC1=NC2=CC=CC=C2C=C1C1=NN=C(O1)[C@H](CCCCCC(CC)=O)NC(=O)C1CC12CCNCC2